ClC1=C(CCNC(=O)[C@]2(C=3C=CC=NC3[C@H](CC2)O)F)C=CC(=C1)Cl (5S,8S)-N-(2,4-dichloro-phenethyl)-5-fluoro-8-hydroxy-5,6,7,8-tetrahydro-quinoline-5-carboxamide